(R)-N-(6-(1-methyl-1H-1,2,3-triazol-4-yl)isoquinolin-3-yl)tetrahydrofuran-2-carboxamide CN1N=NC(=C1)C=1C=C2C=C(N=CC2=CC1)NC(=O)[C@@H]1OCCC1